[Si](C)(C)(C(C)(C)C)OC(COC1=CC=C(C(=O)NC(C(=O)C2=CC=C(C=C2)F)O)C=C1)C 4-{2-[(tert-Butyldimethylsilyl)oxy]propoxy}-N-[2-(4-fluorophenyl)-1-hydroxy-2-oxoethyl]benzamide